C1(CC1)C=1C=C(C=2N(C1)C=C(N2)CNC2=CC=1N=C(N=CC1C=N2)[C@@H]2[C@H](C2)C2=NC=CC(=N2)C)N2C(N(C(C2)=O)C)=O |o1:24,25| (6-cyclopropyl-2-(((2-((1S*,2S*)-2-(4-methylpyrimidin-2-yl)cyclopropyl)pyrido[4,3-d]pyrimidin-7-yl)amino)methyl)imidazo[1,2-a]pyridin-8-yl)-3-methylimidazolidine-2,4-dione